C[SiH](C1=CC=C(C=C1)Cl)C1=CC=C(C=C1)Cl methyl-bis(4-chlorophenyl)silane